tert-butyl 3-{[(1S)-1-cyano-2-[2-fluoro-4-(3-methyl-2-oxo-1,3-benzoxazol-5-yl)phenyl]ethyl]carbamoyl}azetidine-1-carboxylate C(#N)[C@H](CC1=C(C=C(C=C1)C=1C=CC2=C(N(C(O2)=O)C)C1)F)NC(=O)C1CN(C1)C(=O)OC(C)(C)C